O1C(=CC=C1)C(=O)ON=C1C2=CC=CC=C2C2=NC=3C=CC=CC3N=C21 11H-indeno[1,2-b]quinoxalin-11-one-(2-furancarbonyl) oxime